C1(CC1)[C@@H]1N(CCC(C1)C=1C=C(C2=C(N(C(=N2)C2=CC(=C(C=C2)S(=O)(=O)C)F)C)C1)C)C1CCNCC1 6-(r-cyclopropyl-[1,4'-bipiperidin]-4-yl)-2-(3-fluoro-4-(methylsulfonyl)phenyl)-1,4-dimethyl-1H-benzo[d]imidazole